C(CCCCCCC\C=C/C\C=C/CCCCC)(=O)OCC(CCCCC(=O)OC(CCCC)CCCC)COC(=O)OCCCN(CC)CC 2-((((3-(diethylamino)propoxy)carbonyl)oxy)methyl)-7-(nonan-5-yloxy)-7-oxoheptyl (9Z,12Z)-octadeca-9,12-dienoate